2-(2-chloro-5-fluorophenyl)-N-(4-((4-cyanophenoxy)methyl)-3-sulfamoylphenyl)acetamide ClC1=C(C=C(C=C1)F)CC(=O)NC1=CC(=C(C=C1)COC1=CC=C(C=C1)C#N)S(N)(=O)=O